(S)-2-(8-chloro-2-(tert-butoxycarbonyl)-2,3,5,6-tetrahydro-1H-pyrrolo[3,2,1-ij]quinazolin-7-carboxamido)-3-(3-(methylsulfonyl)phenyl)propanoic acid benzyl ester C(C1=CC=CC=C1)OC([C@H](CC1=CC(=CC=C1)S(=O)(=O)C)NC(=O)C=1C(=CC=2CN(CN3C2C1CC3)C(=O)OC(C)(C)C)Cl)=O